tert-Butyl (S)-3-(1-(4'-(methoxycarbonyl)-[1,1'-biphenyl]-4-yl)-2-oxo-1,2-dihydro-3H-imidazo[4,5-b]pyridin-3-yl)pyrrolidine-1-carboxylate COC(=O)C1=CC=C(C=C1)C1=CC=C(C=C1)N1C(N(C2=NC=CC=C21)[C@@H]2CN(CC2)C(=O)OC(C)(C)C)=O